[Bi+2].FC(C=1C=C(C=C(C1)C(F)(F)F)[C@@H](C)O)(F)F (1R)-1-[3,5-bis(trifluoromethyl)phenyl]ethanol bismuth (ii)